C(C)C1=NN2C(NC=3C(=C2)CN(C3)CC=3C=NC(=CC3)C)=C1 2-ethyl-6-[(6-methylpyridin-3-yl)methyl]-6,7-dihydro-4H-pyrazolo[1,5-a]pyrrolo[3,4-d]pyrimidine